S(C1=C(C(=CC(=C1)C)C(C)(C)C)O)C1=C(C(=CC(=C1)C)C(C)(C)C)O 2,2'-thio-Bis-(6-t-butyl-4-methylphenol)